2-(2-phenoxyethyl)-8-(3-(trifluoromethyl)phenyl)-1,3,4,12a-tetrahydrobenzo[e]pyrazino[1,2-a][1,4]diazepine-6,12(2H,11H)-dione O(C1=CC=CC=C1)CCN1CC2N(C(C3=C(NC2=O)C=CC(=C3)C3=CC(=CC=C3)C(F)(F)F)=O)CC1